2-[(2E)-2-(aminomethyl)-3-fluoroprop-2-en-1-yl]-4-{[5-(1H-pyrrolo[2,3-b]pyridin-3-yl)thiophen-2-yl]methyl}-2,4-dihydro-3H-1,2,4-triazol-3-one hydrochloride Cl.NC/C(/CN1N=CN(C1=O)CC=1SC(=CC1)C1=CNC2=NC=CC=C21)=C\F